Benzyl (3S,5S)-3-((6-(2,3-difluoro-4-((phenylmethyl)sulfonamido)phenyl)-8-(1,1-difluoropropan-2-yl)-7-oxo-7,8-dihydropyrido[2,3-d]pyrimidin-2-yl)amino)-5-fluoropiperidine-1-carboxylate FC1=C(C=CC(=C1F)NS(=O)(=O)CC1=CC=CC=C1)C1=CC2=C(N=C(N=C2)N[C@@H]2CN(C[C@H](C2)F)C(=O)OCC2=CC=CC=C2)N(C1=O)C(C(F)F)C